3-phenyl-3-(4-(4-(4-butyl-phenylcarbamoyl)-piperidin-1-yl)phenyl)-13,13-dimethyl-6-methoxy-7-(4-phenyl-piperazin-1-yl)indeno[2',3':3,4]naphtho[1,2-b]pyran C1(=CC=CC=C1)C1(C=CC2=C(O1)C=1C=C(C(=CC1C1=C2C(C2=CC=CC=C21)(C)C)N2CCN(CC2)C2=CC=CC=C2)OC)C2=CC=C(C=C2)N2CCC(CC2)C(NC2=CC=C(C=C2)CCCC)=O